methyl (2E)-3-(5-ethynylpyridin-2-yl)prop-2-enoate C(#C)C=1C=CC(=NC1)/C=C/C(=O)OC